[1,1':2',1''-terphenyl]-3,5-dicarbonitrile C1(=CC(=CC(=C1)C#N)C#N)C=1C(=CC=CC1)C1=CC=CC=C1